C(C)C(C(=O)O)(CC)CC 2,2-Diethylbutanoic acid